C(#N)C=1C(=NC=2CCCCC2C1C=1SC=CC1)SC(C(=O)N)C1=CC=CC=C1 2-((3-cyano-4-(thiophen-2-yl)-5,6,7,8-tetrahydroquinolin-2-yl)thio)-2-phenylacetamide